COC(C1=CC=C(C=C1)[C@H](C)NC=1N=CC2=C(N1)N(C(C=C2)=O)C)=O Methyl-4-{(1S)-1-[(8-methyl-7-oxo-pyrido[2,3-d]pyrimidin-2-yl)amino]ethyl}benzoat